1,4-Bis(isocyanatomethyl)benzol N(=C=O)CC1=CC=C(C=C1)CN=C=O